2-((4-((6-((4-cyano-2-fluorophenoxy)methyl)pyridin-2-yl)oxy)piperidin-1-yl)methyl)-1-((1-ethyl-3-methyl-1H-pyrazol-5-yl)methyl)-1H-benzo[d]imidazole-6-carboxylic acid C(#N)C1=CC(=C(OCC2=CC=CC(=N2)OC2CCN(CC2)CC2=NC3=C(N2CC2=CC(=NN2CC)C)C=C(C=C3)C(=O)O)C=C1)F